C(C=C)(=O)OCCOC1=CC=2C(=NN(N2)C2=CC3=C(OCO3)C=C2O)C=C1 2-[2-(6-hydroxybenzo[1,3]dioxol-5-yl)-2H-benzotriazol-5-yloxy]ethyl acrylate